tert-butyl rac-(2R,5S)-2-(1,3-benzothiazol-5-yl)-5-methyl-piperidine-1-carboxylate S1C=NC2=C1C=CC(=C2)[C@@H]2N(C[C@H](CC2)C)C(=O)OC(C)(C)C |r|